6-chloro-3-(2-methoxyethyl)-1,3,4,9-tetrahydro-[1,2,6]thiadiazino[4,3-g]indole-7-carbonitrile 2,2-dioxide ClC=1C=2C(=CNC2C2=C(C1)CN(S(N2)(=O)=O)CCOC)C#N